1-butyl-3-methylimidazole-L-serine salt N[C@@H](CO)C(=O)O.C(CCC)N1CN(C=C1)C